C[Si](OC1=NC=CC(=N1)O[Si](C)(C)C)(C)C 2,4-bis((trimethylsilyl)oxy)pyrimidine